FC(C(=O)O)(F)F.NCCCCCCCCNC=1C=C2C(N(C(C2=CC1)=O)C1C(NC(CC1)=O)=O)=O 5-((8-Aminooctyl)amino)-2-(2,6-dioxopiperidin-3-yl)isoindoline-1,3-dione trifluoroacetate salt